R-chromancarboxylic acid O1[C@H](CCC2=CC=CC=C12)C(=O)O